trans-(2-(2-bromo-6-chloropyridin-4-yl)morpholin-3-yl)methanol BrC1=NC(=CC(=C1)[C@H]1[C@@H](NCCO1)CO)Cl